CC(CC(=O)O)(C=C)C 3,3-dimethyl-pent-4-enoic acid